ClCC1=CC=C(C=C1)S(=O)(=O)N1CCC(CC1)NC=1N=CC2=C(N1)N(C(C(=C2)C(F)F)=O)C2CCCC2 2-((1-((4-(chloromethyl)phenyl)sulfonyl)piperidin-4-yl)amino)-8-cyclopentyl-6-(difluoromethyl)pyrido[2,3-d]pyrimidin-7(8H)-one